dinitrotoluene sodium nitrate [N+](=O)([O-])[O-].[Na+].[N+](=O)([O-])C(C1=CC=CC=C1)[N+](=O)[O-]